C(C)(C)N1C(N(C=2C1=C1C(=NC2)NC(=C1C1=CC=CC=C1)C=1C=NN(C1)CS(=O)(=O)C)C)=O 1-isopropyl-3-methyl-7-(1-((methylsulfonyl)methyl)-1H-pyrazol-4-yl)-8-phenyl-3,6-dihydroimidazo[4,5-d]pyrrolo[2,3-b]pyridin-2(1H)-one